N-(6-((2-((2-methoxy-5-(1-methyl-1H-pyrazol-4-yl)-4-(4-(4-methylpiperazin-1-yl)piperidin-1-yl)phenyl)amino)-5-methylpyrimidin-4-yl)amino)quinoxalin-5-yl)methanesulfonamide COC1=C(C=C(C(=C1)N1CCC(CC1)N1CCN(CC1)C)C=1C=NN(C1)C)NC1=NC=C(C(=N1)NC=1C(=C2N=CC=NC2=CC1)NS(=O)(=O)C)C